3-(5-((5-(((1s,3s)-adamantan-1-yl)amino)-3-oxopentyl)amino)-2-methyl-4-oxoquinazoline-3(4H)-yl)piperidine-2,6-dione C12(CC3CC(CC(C1)C3)C2)NCCC(CCNC2=C3C(N(C(=NC3=CC=C2)C)C2C(NC(CC2)=O)=O)=O)=O